CN(C1=CC=C(C(N[C@@H](CCC(=O)O)C(=O)O)=O)C=C1)CC1=CN=C2N=C(N)NC(=O)C2=N1 10-methylfolic acid